N-(5-Cyclopropyl-1H-pyrazol-3-yl)-2-[3-[1-(methylamino)cyclopropyl]-1-piperidyl]pyrimidin-4-amine C1(CC1)C1=CC(=NN1)NC1=NC(=NC=C1)N1CC(CCC1)C1(CC1)NC